N-[8-(furan-2-yl)-2-methyl-[1,2,4]triazolo[1,5-a]pyrazin-6-yl]cyclopropanecarboxamide O1C(=CC=C1)C=1C=2N(C=C(N1)NC(=O)C1CC1)N=C(N2)C